FC1=C(C(=O)O)C=CC=C1C(F)(F)F 2-fluoro-3-(trifluoromethyl)-benzoic acid